C(C)(C)(C)OC(=O)C1CC(C1)([N+](=O)[O-])CO.ClC1=CC(=CC(=C1)SCC1=CC=CC=C1)Cl 1,3-dichloro-5-benzylthiobenzene tert-butyl-(1s,3s)-3-(hydroxymethyl)-3-nitrocyclobutanecarboxylate